CC=1C=CC(=C(OCCCSCC2=NC3=C(N2)C=CC=C3)C1)C(C)C 2-[({3-[5-methyl-2-(propan-2-yl)phenoxy]propyl}sulfanyl)methyl]-1H-1,3-benzodiazole